NC=1C(=NC(=CN1)C1=NC=CC=C1F)C(=O)NC1=NC=CC=C1N1CCC(CC1)(CCO)N 3-amino-N-(3-(4-amino-4-(2-hydroxyethyl)piperidin-1-yl)pyridin-2-yl)-6-(3-fluoropyridin-2-yl)pyrazine-2-carboxamide